(R)-3-(3-chloro-4-fluorophenyl)-1-methyl-1-(1-(5-oxo-5,6-dihydropyrido[3,4-b]pyrazin-8-yl)ethyl)urea ClC=1C=C(C=CC1F)NC(N([C@H](C)C1=CNC(C2=NC=CN=C21)=O)C)=O